COC=1C=C(C=CC1OC)C=1C=C2C=C(C(C=3C=CC=C(C1)C32)=O)O 5-(3,4-Dimethoxyphenyl)-2-hydroxy-1H-phenalen-1-one